FC=1C(=CC=2C3=CC=CC=C3C3=CC=CC=C3C2C1)C=1C=CC2=C(C1)C=1N=C(N=C(C1O2)C2=CC=CC=C2)C2=CC=CC=C2 8-(3-Fluorotriphenylen-2-yl)-2,4-diphenylbenzofuro[3,2-d]pyrimidin